2'-(2-hydroxypropan-2-yl)-4-methyl-5'-(methyl-d3)-1',2',3',4'-tetrahydro-[1,1'-biphenyl]-2,6-diol OC(C)(C)C1C(C=C(CC1)C([2H])([2H])[2H])C=1C(=CC(=CC1O)C)O